[Cl-].[Cl-].C1(=CC=C(C=C1)[Si](=[Zr+2](C1=CC(=CC=2C3=CC(=CC=C3CC12)C(C)(C)C)C(C)(C)C)C1C=CC=C1)C1=CC=C(C=C1)C)C Bis(p-tolyl)silylene(cyclopentadienyl)(3,6-di-tert-butylfluorenyl)zirconium dichloride